N-acetyl-4-hydroxy-piperidine C(C)(=O)N1CCC(CC1)O